N(N)C1=NC=C(C=C1)S(=O)C 2-Hydrazino-5-(methylsulfinyl)pyridine